3-(2,6-difluoro-3,5-dimethoxyphenyl)-1-ethyl-2-oxo-7-(phenylsulfonyl)-2,3,4,7-tetrahydro-1H-pyrrolo[3',2':5,6]pyrido[4,3-d]pyrimidine-8-carbaldehyde FC1=C(C(=C(C=C1OC)OC)F)N1C(N(C2=C(C1)C=NC1=C2C=C(N1S(=O)(=O)C1=CC=CC=C1)C=O)CC)=O